NC(C)C=1N=C2N(C(=NC=C2C2=C(C=C(C=C2)S(=O)(=O)C)C)NCC2=C(C=CC3=C2CCO3)F)C1 2-(1-aminoethyl)-N-((5-fluoro-2,3-dihydrobenzofuran-4-yl)methyl)-8-(2-methyl-4-(methylsulfonyl)phenyl)imidazo[1,2-c]pyrimidin-5-amine